FC=1C=C(C(=NC1)N1C=C(C=C1)C(=O)OC)OCC=1C=NC=C(C1)F methyl 1-{5-fluoro-3-[(5-fluoropyridin-3-yl)methoxy]pyridin-2-yl}-1H-pyrrole-3-carboxylate